C(C=C)(=O)OO.C(C=C)(=O)OO.C(C=C)(=O)OO tri-hydroxyl triacrylate